FC1(COC1)C1=CC(=NC=C1)N1N=CC(=C1)S(=O)(=O)NC=1C2=C(C=NC1OC)C=NN2C 1-(4-(3-fluorooxetan-3-yl)pyridin-2-yl)-N-(6-methoxy-1-methyl-1H-pyrazolo[4,3-c]pyridin-7-yl)-1H-pyrazole-4-sulfonamide